4-(3-(fluoromethyl)phenyl)butanoic acid FCC=1C=C(C=CC1)CCCC(=O)O